N-[4-(aminooxy)butyl]maleimide NOCCCCN1C(C=CC1=O)=O